N-(3-fluoro-5-formyl-4-hydroxyphenyl)benzene-sulfonamide FC=1C=C(C=C(C1O)C=O)NS(=O)(=O)C1=CC=CC=C1